FC1=C(OC=2C(=NC=3C(N2)=NON3)NC3=CC=C(C=C3)C(F)(F)F)C=CC=C1 6-(2-FLUOROPHENOXY)-N-(4-(TRIFLUOROMETHYL)PHENYL)-[1,2,5]OXADIAZOLO[3,4-B]PYRAZIN-5-AMINE